(1R,2S,5S)-3-[(2S)-3,3-dimethyl-2-[[2-(2-trimethylsilylethoxymethoxy)-3-pyridyl]amino]butanoyl]-6,6-dimethyl-3-azabicyclo[3.1.0]hexane-2-carboxylic acid CC([C@@H](C(=O)N1[C@@H]([C@H]2C([C@H]2C1)(C)C)C(=O)O)NC=1C(=NC=CC1)OCOCC[Si](C)(C)C)(C)C